2-(2-Fluoro-3-(trifluoromethyl)phenyl)-N-(5-fluoro-6-(4-(morpholin-3-yl)-1H-imidazol-1-yl)pyridin-3-yl)acetamide FC1=C(C=CC=C1C(F)(F)F)CC(=O)NC=1C=NC(=C(C1)F)N1C=NC(=C1)C1NCCOC1